CC1(CC(C1)C(=O)NC=1N=C2N(C(=CC=C2)C=2C=C(C=CC2)N2N=C(C=C2)P(O)(O)=O)C1)C (1-(3-(2-(3,3-dimethylcyclobutane-1-carboxamido)imidazo[1,2-a]pyridin-5-yl)phenyl)-1H-pyrazol-3-yl)phosphonic acid